(S)-N-(1-cyanocyclopropyl)-9-(5-(di-fluoromethyl)-1,3,4-thiadiazol-2-yl)-4-(hexahydropyrazino[2,1-c][1,4]oxazin-8(1H)-yl)-9H-pyrimido[4,5-b]indole-7-sulfonamide C(#N)C1(CC1)NS(=O)(=O)C1=CC=C2C3=C(N(C2=C1)C=1SC(=NN1)C(F)F)N=CN=C3N3C[C@H]1COCCN1CC3